CC([O-])C.CC([O-])C.C(CC(=O)C)(=O)[O-].C(CC(=O)C)(=O)[O-].[Ti+4] titanium (IV) di(acetoacetate) diisopropoxide